1,3,5-tri[[4-(1,1-dimethylethyl)-3-hydroxy-2,6-dimethylphenyl]methyl]-1,3,5-triazine-2,4,6-trione CC(C)(C)C1=C(C(=C(C(=C1)C)CN1C(N(C(N(C1=O)CC1=C(C(=C(C=C1C)C(C)(C)C)O)C)=O)CC1=C(C(=C(C=C1C)C(C)(C)C)O)C)=O)C)O